1-(3-bromo-5-methylphenoxy)-2-methyl-4-nitrobenzene BrC=1C=C(OC2=C(C=C(C=C2)[N+](=O)[O-])C)C=C(C1)C